3-METHYL-TRIDECANE CC(CC)CCCCCCCCCC